N1C(=NC2=C1C=CC=C2)C2=NNC=C2NC2=CC(=NC(=N2)Cl)C(=O)OC methyl 6-((3-(1H-benzo[d]imidazol-2-yl)-1H-pyrazol-4-yl) amino)-2-chloropyrimidine-4-carboxylate